3-chloro-2-(5-ethoxy-7-fluoro[1,2,4]triazolo[1,5-c]pyrimidin-2-ylsulfonamido)benzoic acid ClC=1C(=C(C(=O)O)C=CC1)NS(=O)(=O)C1=NN2C(=NC(=CC2=N1)F)OCC